CC1C=C(CC=N1)B1OC(C(O1)(C)C)(C)C 6-methyl-4-(4,4,5,5-tetramethyl-1,3,2-dioxaborolan-2-yl)-3,6-dihydropyridine